silver-copper-silicon [Si].[Cu].[Ag]